OCC1CCC(CC1)N1N=C2C=C(C(=CC2=C1)NC(=O)C1=NC(=NC=C1)C)OC N-[2-[4-(hydroxymethyl)cyclohexyl]-6-methoxy-indazol-5-yl]-2-methyl-pyrimidine-4-carboxamide